ClC=1C(=NC(=NC1)NC1=CC=C(C=C1)N1CCNCC1)NC1=C(C#N)C(=CC=C1)OCC1=CC=C(C=C1)F 2-((5-chloro-2-((4-(piperazin-1-yl)phenyl)amino)pyrimidin-4-yl)amino)-6-((4-fluorobenzyl)oxy)benzonitrile